CC(C)(CCC(C)(OOC(C)(C)C)C)OOC(C)(C)C 2,5-dimethyl-2,5-bis(1,1-dimethylethylperoxy)hexane